N1(CCC1)C1=CC2=C(C=C(O2)C(=O)NS(=O)(=O)C2=C(C(=CC=3CC(OC32)(C)C)C)C)C(=C1)F 6-(Azetidin-1-yl)-4-fluoro-N-(2,2,5,6-tetramethyl-2,3-dihydro-1-benzofuran-7-sulfonyl)-1-benzofuran-2-carboxamide